4-((5-(3-azido-3-ethyl-2-oxoindolin-1-yl)pyridin-3-yl)methyl)phthalazin-1(2H)-one N(=[N+]=[N-])C1(C(N(C2=CC=CC=C12)C=1C=C(C=NC1)CC1=NNC(C2=CC=CC=C12)=O)=O)CC